NC(C(=O)O)CC(=O)NC1=NC(N(C=C1)[C@@H]1O[C@@H]([C@H]([C@@H]1O)O)CO)=O 2-amino-4-((1-((2R,3S,4S,5R)-3,4-dihydroxy-5-(hydroxymethyl)tetrahydrofuran-2-yl)-2-oxo-1,2-dihydropyrimidin-4-yl)amino)-4-oxobutanoic acid